2-bromo-4-methylpyridin-3-amine BrC1=NC=CC(=C1N)C